CNC(=O)CC[C@@H](C)NC(OC(C)(C)C)=O Tert-butyl N-[(2R)-4-(methylcarbamoyl)butan-2-yl]carbamate